ClC1=C(C(=O)O)C=C(C(=C1)F)N1C(N(C(N(C1=O)C)=S)C)=O 2-chloro-5-(3,5-dimethyl-2,6-dioxo-4-thioxo-1,3,5-triazin-1-yl)-4-fluoro-benzoic acid